(S)-N-(3-(5-(2-Acrylamidopropoxy)-6-aminopyrimidin-4-yl)-5-fluoro-2-methylphenyl)-4-cyclopropyl-2-fluorobenzamide C(C=C)(=O)N[C@H](COC=1C(=NC=NC1N)C=1C(=C(C=C(C1)F)NC(C1=C(C=C(C=C1)C1CC1)F)=O)C)C